2,5-dimethyl-2-propylhex-4-enol CC(CO)(CC=C(C)C)CCC